ClC1=CC=C2C=C(C(N(C2=C1)CCSC1=CC=CC=C1)=O)CNCC1=NC=CC=C1 7-chloro-1-(2-(phenylthio)ethyl)-3-(((pyridin-2-ylmethyl)amino)methyl)quinolin-2(1H)-one